OC(C)C=1C(=NC(=CC1)N1C=NC2=C1C=CC(=C2)NC=2N=NC(=CC2)C)N2CC(OCC2)C#N 4-[3-(1-hydroxyethyl)-6-[5-[(6-methylpyridazin-3-yl)amino]benzimidazol-1-yl]-2-pyridyl]morpholine-2-carbonitrile